C(CC=C)C1(N(CCC1)C(=O)OCC1=CC=CC=C1)C(=O)OC O1-benzyl O2-methyl 2-but-3-enylpyrrolidine-1,2-dicarboxylate